7-(2-amino-7-fluorobenzo[d]thiazol-4-yl)-4-((1r,5s)-3,8-diazabicyclo[3.2.1]oct-8-yl)-6-chloro-8-fluoro-2-(((2s,4r)-4-fluoro-1-methylpyrrolidin-2-yl)methoxy)quinoline-3-carbonitrile NC=1SC2=C(N1)C(=CC=C2F)C2=C(C=C1C(=C(C(=NC1=C2F)OC[C@H]2N(C[C@@H](C2)F)C)C#N)N2[C@H]1CNC[C@@H]2CC1)Cl